C(#N)C1=C(N=C2N(C1=O)C=C(C=C2[C@@H](C)NC2=C(C(=O)O)C=CC=C2)C)N2CC=1N(CC2)C(=NN1)C(F)(F)F (R)-2-((1-(3-cyano-7-methyl-4-oxo-2-(3-(trifluoromethyl)-5,6-dihydro-[1,2,4]triazolo[4,3-a]pyrazin-7(8H)-yl)-4H-pyrido[1,2-a]pyrimidin-9-yl)ethyl)amino)benzoic acid